2-(6-chloro-3-ethylsulfonyl-2-pyridyl)-3-methyl-5-(2,2,3,3,3-pentafluoropropoxy)pyrimidin-4-one ClC1=CC=C(C(=N1)C1=NC=C(C(N1C)=O)OCC(C(F)(F)F)(F)F)S(=O)(=O)CC